O=C1N(C(C=2C1=CC=1C(N(C(C1C2)=O)COCC[Si](C)(C)C)=O)=O)C(=O)OCC ethyl 1,3,5,7-tetraoxo-6-((2-(trimethylsilyl)ethoxy)methyl)-3,5,6,7-tetrahydropyrrolo[3,4-f]isoindole-2(1H)-carboxylate